(1R,2R,3S,4R,5S)-4-(4-amino-7H-pyrrolo[2,3-d]pyrimidin-7-yl)-1-(2-(2-aminoquinolin-6-yl)ethyl)bicyclo[3.1.0]hexane-2,3-diyl bis(2-methylpropanoate) CC(C(=O)O[C@@H]1[C@@]2(C[C@@H]2[C@H]([C@@H]1OC(C(C)C)=O)N1C=CC2=C1N=CN=C2N)CCC=2C=C1C=CC(=NC1=CC2)N)C